7-chloro-3-(2-methoxyethyl)-6-methyl-1,3,4,9-tetrahydro-[1,2,6]thiadiazino[4,3-g]indole 2,2-dioxide ClC1=CNC=2C3=C(C=C(C12)C)CN(S(N3)(=O)=O)CCOC